3,7-dihydro-3-methyl-1-[(4-methyl-2-quinazolinyl)methyl]-1H-purine-2,6-dione CN1C(N(C(C=2NC=NC12)=O)CC1=NC2=CC=CC=C2C(=N1)C)=O